IC1=CN(C2=CC=C(C=C12)C(=O)OCC)S(=O)(=O)C1=CC=C(C)C=C1 ethyl 3-iodo-1-p-toluenesulfonyl-1H-indole-5-carboxylate